diethyl-boron valerate C(CCCC)(=O)[O-].C(C)[B+]CC